N[C@@H]1CN(CCC1)C1=C(C=NC(=C1)NC1=NC(=NC=C1)C=1C=C2N=CC=NC2=CC1F)C=1C=NC(=CC1)C1CCOCC1 (S)-4-(3-aminopiperidin-1-yl)-N-(2-(7-fluoroquinoxalin-6-yl)pyrimidin-4-yl)-6'-(tetrahydro-2H-pyran-4-yl)-[3,3'-bipyridin]-6-amine